[(2R,5S)-1-(3-methoxy-3-oxopropanoyl)-5-(methoxycarbonyl)pyrrolidin-2-yl]acetic acid COC(CC(=O)N1[C@H](CC[C@H]1C(=O)OC)CC(=O)O)=O